N[C@H]1CN(C[C@@H](C1)F)C(=O)C1=CC2=C(N(C(=N2)C=2N(C3=CC(=CC=C3C2)C2=CC(=C(C(=O)N)C=C2)O)CC2CC2)C)C(=C1)OC 4-(2-{5-[(3R,5R)-3-amino-5-fluoropiperidine-1-carbonyl]-7-methoxy-1-methyl-1H-1,3-benzodiazol-2-yl}-1-(cyclopropylmethyl)-1H-indol-6-yl)-2-hydroxybenzamide